ClC=1C=CC(=NC1C1CC1)[C@H](NC(=O)[C@H]1NC(NC1)=O)C1=CC=C(C=C1)OC(F)(F)F |o1:10| (S)-N-((R or S)-(5-chloro-6-cyclopropylpyridin-2-yl)(4-(trifluoromethoxy)phenyl)methyl)-2-oxoimidazolidine-4-carboxamide